N(=NC(C#N)(C)C)C(C#N)(C)C.[K] potassium azobisisobutyronitrile